C1(CC1)OC1=NC(=C(C=O)C=C1)[N+](=O)[O-] 6-cyclopropoxy-2-nitronicotinaldehyde